BrC=1C=C(C2=C(C(=CO2)CO)C1)COC1=CC=C(C=C1)F (5-bromo-7-((4-fluorophenoxy)methyl)benzofuran-3-yl)methanol